tert-butyl N-[2-(2-{2-chloro-4-[({[2-(2,6-dioxopiperidin-3-yl)-1-oxo-3H-isoindol-5-yl]methyl}carbamoyl)amino]phenyl}ethoxy)ethyl]-N-methylcarbamate ClC1=C(C=CC(=C1)NC(NCC=1C=C2CN(C(C2=CC1)=O)C1C(NC(CC1)=O)=O)=O)CCOCCN(C(OC(C)(C)C)=O)C